N1C=CC=CC1=O pyridin-6-one